C=CCCCCCC OCTAen